FC(C=1C=C(COC2=CC=C(C=C2)NC2=NC=NC3=CC=C4C(=C23)OCCN4)C=CC1)(F)F N-(4-(3-trifluoromethylbenzyloxy)phenyl)-3,4-dihydro-2H-[1,4]oxazino[2,3-f]quinazolin-10-amine